COC1=CC=2C=3N(C=4C=CC=CC4C2C=C1)C=CN3 11-Methoxyimidazo[1,2-f]phenanthridine